C(#N)C1=CC(=C(COC2=CC=CC(=N2)C2=CC(=C(CC3=NC4=C(N3CCOC)C=C(C(=C4)C)C(=O)OCC)C=C2F)F)C=C1)F Ethyl 2-(4-(6-((4-cyano-2-fluorobenzyl)oxy)pyridin-2-yl)-2,5-difluorobenzyl)-1-(2-methoxyethyl)-5-methyl-1H-benzo[d]imidazole-6-carboxylate